O1CCN(CC1)CCN1N=CC(=C1)NC1=NN2C(C=CC=C2OC=2C=C(C=CC2)C(C(=O)N)=C)=N1 (3-(2-(1-(2-morpholinoethyl)-1H-pyrazol-4-ylamino)-[1,2,4]triazolo[1,5-a]pyridin-5-yloxy)phenyl)acrylamide